(3R)-11,11-Difluoro-3-methyl-1,3,4,7,8,9,10,11-octahydro-2H-pyrido[4',3':3,4]pyrazolo[1,5-a]-azepin-10-ol hydrochloride Cl.FC1(C=2N(CCCC1O)N=C1C2CN[C@@H](C1)C)F